[N+](=[N-])=CC(CC[C@@H](C(=O)OC(C)C)NC([C@H](C(C)C)S(=O)(=O)C)=O)=O isopropyl (S)-6-diazo-2-((S)-3-methyl-2-(methylsulfonyl) butanamido)-5-oxohexanoate